CS(=O)(=O)C1=CC(=C(C=C1)NCC#CC=1N=C2N(C=CC=C2NC2CCS(CC2)(=O)=O)C1CC(F)(F)F)OC 4-[(2-{3-[(4-methanesulfonyl-2-methoxyphenyl)amino]prop-1-yn-1-yl}-3-(2,2,2-trifluoroethyl)imidazo[1,2-a]pyridin-8-yl)amino]-1lambda6-thiane-1,1-dione